3,4-dibromo-2-fluoro-7-methylsulfonyl-2,3-dihydro-1H-inden-1-ol BrC1C(C(C2=C(C=CC(=C12)Br)S(=O)(=O)C)O)F